N-(1-amino-3-((tert-butyldimethylsilyl)oxy)-2-methyl-1-oxopropan-2-yl)-6-((2-fluorobenzyl)oxy)-2-methylindolizine-3-carboxamide NC(C(CO[Si](C)(C)C(C)(C)C)(C)NC(=O)C1=C(C=C2C=CC(=CN12)OCC1=C(C=CC=C1)F)C)=O